2-((2-(2,6-dioxapiperazin-3-yl)-1,3-dioxaindol-4-yl)amino)acetic acid N1OC(NCO1)C1OC2=CC=CC(=C2O1)NCC(=O)O